OCC1COC1 3-(hydroxymethyl)oxetane